FC(C1=CC=CC(=C1)C(F)(F)F)(F)F 2,4-bis(trifluoromethyl)benzene